ON=C(N)C1=NC=C(N=C1)NC=1OC(=CN1)C1=CC=C(C=C1)C(F)(F)F N'-hydroxy-5-((5-(4-(trifluoromethyl)phenyl)oxazol-2-yl)amino)pyrazine-2-carboximidamide